BrC1=CC=C2C(=CN(C2=C1)CC(CNC(OC(C)(C)C)=O)(C)C)C#N tert-butyl (3-(6-bromo-3-cyano-1H-indol-1-yl)-2,2-dimethylpropyl)carbamate